FC1=C(C(=CC(=C1)B1OC(C(O1)(C)C)(C)C)F)N1CCN(CC1)C(=O)OC(C)(C)C tert-butyl 4-[2,6-difluoro-4-(4,4,5,5-tetramethyl-1,3,2-dioxaborolan-2-yl)phenyl]piperazine-1-carboxylate